C(C)(C)(C)OC(N(C)[C@H](C(=O)NC1=CC=C(C=C1)C1=CC(=C(C=C1)Cl)Cl)CCCC)=O (S)-(1-((3',4'-dichloro-[1,1'-biphenyl]-4-yl)amino)-1-oxohex-2-yl)(methyl)carbamic acid tert-butyl ester